1-(5-chloro-2-((6-methoxy-2-methyl-1,2,3,4-tetrahydroisoquinolin-7-yl)amino)pyrimidin-4-yl)-3-methylindoline-3-carbonitrile ClC=1C(=NC(=NC1)NC1=C(C=C2CCN(CC2=C1)C)OC)N1CC(C2=CC=CC=C12)(C#N)C